C(CCCCC)C(CCCOC(C(CCCC)N(CCCCCC(=O)OCCCC(CCCCCC)CCCCCC)CCOCCN(C)C)=O)CCCCCC 2-[2-[2-(dimethylamino)ethoxy]ethyl-[6-(4-hexyldecyloxy)-6-oxo-hexyl]amino]hexanoic acid 4-hexyldecyl ester